C(C)OC(=O)NCC(=O)O 2-(ETHOXYCARBONYLAMINO)ACETIC ACID